ClC1=C2C(=NC=C1C=1C=C(C=CC1)N1C(CN(CC1)S(=O)(=O)CCN1CCN(CC1)C=1C=C3C(N(C(C3=CC1)=O)C1C(NC(CC1)=O)=O)=O)=O)NC=C2CC 5-(4-(2-((4-(3-(4-chloro-3-ethyl-1H-pyrrolo[2,3-b]pyridin-5-yl)phenyl)-3-oxopiperazin-1-yl)sulfonyl)ethyl)piperazin-1-yl)-2-(2,6-dioxopiperidin-3-yl)isoindoline-1,3-dione